OCC(C(=O)OCC(CO)(C)C)(C)C 3-hydroxy-2,2-dimethylpropyl 3-hydroxy-2,2-dimethylpropionate